(+)-3-(3,4-methylenedioxyphenyl)-2-hydroxypropionic acid C1OC=2C=C(C=CC2O1)CC(C(=O)O)O